C(CCCC)N.[Zr] zirconium pentylamine